F[C@@H]1CN(CC[C@H]1N1N=CC(=C1)[N+](=O)[O-])C1(COC1)C |r| (3R,4R) and (3S,4S)-3-fluoro-1-(3-methyloxetan-3-yl)-4-(4-nitro-1H-pyrazol-1-yl)piperidine